C(=O)O.NC1CCC(CC1)OC1=C(C(=CC=C1)OC)C1=CC(=NN1)NC=1N=CC(=NC1)C#N 5-((5-(2-(((1r,4r)-4-aminocyclohexyl)oxy)-6-methoxyphenyl)-1H-pyrazol-3-yl)amino)pyrazine-2-carbonitrile formate salt